5-(6-azaspiro[2.5]oct-6-yl)-2,3-dihydro-1H-indene-4-Formamide C1CC12CCN(CC2)C2=C(C=1CCCC1C=C2)C(=O)N